NCCCCCC(=O)N[C@@H](C(C)C)C(=O)O Aminocaproyl-Valine